C(C1=CC=CC=C1)OC(=O)N1CCN(CC1)CC1CCN(CC1)C(=O)OC(C)(C)C 4-[(1-tert-Butoxycarbonyl-4-piperidinyl)methyl]piperazine-1-carboxylic acid benzyl ester